tributyloctyl-phosphine bromide [Br-].C(CCC)C(CCCCCCCP)(CCCC)CCCC